N,N'-diphenylpyrazolo[1,5-a][1,3,5]triazine-2,4-diamine C1(=CC=CC=C1)NC1=NC=2N(C(=N1)NC1=CC=CC=C1)N=CC2